C1=CC(=CC=C1/C=C/[N+](=O)[O-])[N+](=O)[O-] p,β-Dinitrostyrene